(S)-N-(2-amino-1-(3-chlorophenyl)-ethyl)-1-(2-((4-fluorophenyl)amino)-5-methyl-pyrimidin-4-yl)-1H-imidazole-4-carboxamide NC[C@H](C1=CC(=CC=C1)Cl)NC(=O)C=1N=CN(C1)C1=NC(=NC=C1C)NC1=CC=C(C=C1)F